2-methoxy-2,4,6,8-tetramethyl-cyclotetrasiloxane CO[Si]1(O[SiH](O[SiH](O[SiH](O1)C)C)C)C